ClC1=CC2=C(NC(=N2)CNC=2C=3N(N=C(C2)N2CC(OCC2)(C)C)C(=CN3)C=3C=NN(C3)C(F)F)C=C1Cl N-((5,6-dichloro-1H-benzo[d]imidazol-2-yl)methyl)-3-(1-(difluoromethyl)-1H-pyrazol-4-yl)-6-(2,2-dimethylmorpholino)imidazo[1,2-b]pyridazin-8-amine